N-(1-benzyl-1H-pyrazol-4-yl)-2-fluorobenzamide C(C1=CC=CC=C1)N1N=CC(=C1)NC(C1=C(C=CC=C1)F)=O